[Zn].[Cu].C(C=C)(=O)O acrylic acid copper zinc